(1R,3S,5R)-2-(2-(3-acetyl-5-(6-(hydroxymethyl)pyridin-3-yl)-7-methyl-1H-indazol-1-yl)acetyl)-N-(6-bromopyrazin-2-yl)-5-methyl-2-azabicyclo[3.1.0]hexane-3-carboxamide C(C)(=O)C1=NN(C2=C(C=C(C=C12)C=1C=NC(=CC1)CO)C)CC(=O)N1[C@@H]2C[C@@]2(C[C@H]1C(=O)NC1=NC(=CN=C1)Br)C